tert-butyl (4-(4-(benzyloxy)-6-chloro-8-fluoro-2-(((2R,7aS)-2-fluorotetrahydro-1H-pyrrolizin-7a(5H)-yl)methoxy)quinazolin-7-yl)-3-cyano-7-fluoro Benzo[b]thiophen-2-yl)carbamate C(C1=CC=CC=C1)OC1=NC(=NC2=C(C(=C(C=C12)Cl)C1=CC=C(C=2SC(=C(C21)C#N)NC(OC(C)(C)C)=O)F)F)OC[C@]21CCCN1C[C@@H](C2)F